tert-butyl (R)-3-((5-(oxazol-2-yl)-1-((2-(trimethylsilyl)ethoxy)methyl)-1H-pyrrolo[2,3-b]pyridin-4-yl)amino)piperidine-1-carboxylate O1C(=NC=C1)C=1C(=C2C(=NC1)N(C=C2)COCC[Si](C)(C)C)N[C@H]2CN(CCC2)C(=O)OC(C)(C)C